Cl.CC(C[C@@H](CC1=CC(=NO1)C)N)C (S)-4-methyl-1-(3-methylisoxazol-5-yl)pentan-2-amine hydrochloride